FC1=C(C(=CC(=C1)F)[N+](=O)[O-])N1CC=CC=C1 N-(2,4-difluoro-6-nitrophenyl)pyridin